6-chloro-2-(5-(1-hydroxy-2-methoxyethyl)-1H-1,2,4-triazol-3-yl)-3-(1H-imidazol-1-yl)-5-methoxy-1-methyl-1H-indole-7-carbonitrile ClC1=C(C=C2C(=C(N(C2=C1C#N)C)C1=NNC(=N1)C(COC)O)N1C=NC=C1)OC